BrC1=CC=CC=2C3=CC=CC(=C3NC12)Br 1,8-dibromo-9H-carbazole